(5H-imidazo[5,1-a]isoindol-5-yl)-6,7-dihydroquinolin-8(5H)-one C=1N=CN2C1C1=CC=CC=C1C2C2=NC=1C(CCCC1C=C2)=O